C(C1=CC=CC=C1)OC=1C=C2[C@]3(CCC[C@]([C@@H]3CCC2=CC1)(C(=O)OC)C)C methyl (1R,4aS,10aR)-6-(benzyloxy)-1,4a-dimethyl-2,3,4,9,10,10a-hexahydrophenanthrene-1-carboxylate